C(C)OC(CCCCC\C=C/CCCCCCCCCC)=O (Z)-7-octadecenoic acid ethyl ester